N=S1(CCC1)=O 1-imino-1λ6-thietane 1-oxide